N(=C=O)CCCC(CCCCN=C=O)CN=C=O 1,8-diisocyanato-4-isocyanatomethyl-octane